ClC=1C=C(OCC[C@H](C(=O)O)C)C=CC1C=1N(C2=NC=NC(=C2N1)OC1(CC1)C)CC1=C(C=CC(=C1)Cl)C |r| (racemic)-4-(3-chloro-4-(9-(5-chloro-2-methylbenzyl)-6-(1-methylcyclopropoxy)-9H-purin-8-yl)phenoxy)-2-methylbutanoic acid